5,7-difluoro-1H-benzo[d]imidazole-1-carboxylate FC1=CC2=C(N(C=N2)C(=O)[O-])C(=C1)F